(1-(6-bromo-3-cyanopyrazolo[1,5-a]pyridin-4-yl)-1H-pyrazol-4-yl)carbamate BrC=1C=C(C=2N(C1)N=CC2C#N)N2N=CC(=C2)NC([O-])=O